(1S)-1-[3-(3,5-difluorophenyl)-1,2,4-oxadiazol-5-yl]ethanamine hydrochloride Cl.FC=1C=C(C=C(C1)F)C1=NOC(=N1)[C@H](C)N